N-((R)-(4-fluoro-3-(trifluoromethyl)phenyl)(trans-3-(trifluoromethyl)-cyclobutyl)-methyl)-3-oxopiperazine-1-carboxamide FC1=C(C=C(C=C1)[C@H](NC(=O)N1CC(NCC1)=O)[C@@H]1C[C@H](C1)C(F)(F)F)C(F)(F)F